((6-cyano-1H-indol-1-yl)methyl)thiophene-2-carboxylic acid C(#N)C1=CC=C2C=CN(C2=C1)CC1=C(SC=C1)C(=O)O